C(C)(C)(C)OC(=O)N1C=C(C=C1)N (3S)-3-aminopyrrole-1-carboxylic acid tert-butyl ester